alpha-(p-tolyl)-benzhydrol C1(=CC=C(C=C1)C(C1=CC=CC=C1)(C1=CC=CC=C1)O)C